(2S,6R)-2-cyclopropyl-6-[1-(difluoromethyl)pyrazol-4-yl]-4-[4-(2,4-difluorophenyl)-6,7-dimethyl-pteridin-2-yl]morpholine C1(CC1)[C@H]1CN(C[C@H](O1)C=1C=NN(C1)C(F)F)C1=NC2=NC(=C(N=C2C(=N1)C1=C(C=C(C=C1)F)F)C)C